NCC(O)C1=C(C=CC=C1)C 2-amino-1-(o-tolyl)ethan-1-ol